(E)-2-Methyl-3-penten-2-ol CC(C)(\C=C\C)O